C(C)C1=CC=C(C=N1)C=1N=C2N(N=C(C=C2)OC)C1C(=O)N[C@@H]1C(NC2=C(C(=N1)C1=CC=CC=C1)C=CC=C2F)=O 2-(6-Ethylpyridin-3-yl)-6-methoxy-N-[(3S)-9-fluoro-2-oxo-5-phenyl-1,3-dihydro-1,4-benzodiazepine-3-Yl]imidazo[1,2-b]pyridazine-3-carboxamide